FC(C1=NN=C2N1C=CC(=C2C)[C@@H](C(C(=O)OC(C)(C)C)(C)C)C2=CC(=C(C=C2)C)CO)F (S)-tert-Butyl 3-(3-(difluoromethyl)-8-methyl-[1,2,4]triazolo[4,3-a]pyridin-7-yl)-3-(3-(hydroxymethyl)-4-methylphenyl)-2,2-dimethylpropanoate